S1C(=NC=C1)C(C)N 1-(thiazol-2-yl)ethan-1-amine